(S)-1'-(2-(1H-pyrazol-4-yl)acetyl)-5,6-dichlorospiro[indoline-3,3'-pyrrolidin]-2-one N1N=CC(=C1)CC(=O)N1C[C@@]2(CC1)C(NC1=CC(=C(C=C12)Cl)Cl)=O